N-(2-phenyl-1H-indol-5-yl)-N'-[(pyridin-4-yl)methyl]urea C1(=CC=CC=C1)C=1NC2=CC=C(C=C2C1)NC(=O)NCC1=CC=NC=C1